(Z)-2-(4-((6-chloro-7-methyl-1H-indol-3-yl)methylene)-2,5-dioxoimidazolidin-1-yl)-2-(4-cyano-3-fluorophenyl)acetic acid ClC1=CC=C2C(=CNC2=C1C)\C=C\1/NC(N(C1=O)C(C(=O)O)C1=CC(=C(C=C1)C#N)F)=O